4-(3-fluorophenyl)-1-(5-(isopropylthio)-4-(4-(trifluoromethyl)cyclohex-1-en-1-yl)thiazol-2-yl)-3-methyl-1H-pyrazole-5-carboxylic acid magnesium [Mg].FC=1C=C(C=CC1)C=1C(=NN(C1C(=O)O)C=1SC(=C(N1)C1=CCC(CC1)C(F)(F)F)SC(C)C)C